6-[[4-(trifluoromethyl)-1H-pyrazol-3-yl]methyl]-2-azaspiro[3.3]heptane FC(C=1C(=NNC1)CC1CC2(CNC2)C1)(F)F